3-(1-methyl-1H-1,2,3-triazol-5-yl)aniline CN1N=NC=C1C=1C=C(N)C=CC1